CN(C(=O)[C@@H]1N(CCCC1)C1CCN(CC1)C(=O)OC(C)(C)C)C tert-butyl (2R)-2-(dimethylcarbamoyl)-1,4'-bipiperidine-1'-carboxylate